C(C)[Sn](CC)(F)F diethyltin difluoride